C[C@@H]1N(CCN(C1)C1=NC=NC(=C1)C=1N(N=C2C=CC(=CC12)CC1(CC1)C)COCC[Si](C)(C)C)C(=O)OC(C)(C)C tert-butyl (2S)-2-methyl-4-[6-[5-[(1-methylcyclopropyl)methyl]-2-(2-trimethylsilylethoxymethyl) indazol-3-yl]pyrimidin-4-yl]piperazine-1-carboxylate